C1(CC1)C=1N=NN(C1)[C@H](C(=O)N1[C@@H](C[C@H](C1)O)C(=O)NC(CC1=CC=C(C=C1)C)C1=NC=CC=C1)C(C)(C)C (2S,4R)-1-[(2S)-2-(4-cyclopropyltriazol-1-yl)-3,3-dimethyl-butanoyl]-4-hydroxy-N-[2-(p-tolyl)-1-(2-pyridyl)ethyl]pyrrolidine-2-carboxamide